C(C=C)(=O)OCCC1=CC=C(C=C1)C1=CC=CC=C1 2-(4-phenylphenyl)ethyl acrylate